2-([5-(3-methoxyphenyl)-1,3-oxazol-2-yl]methylsulfanyl)-N,6-dimethylpyrimidin-4-amine COC=1C=C(C=CC1)C1=CN=C(O1)CSC1=NC(=CC(=N1)NC)C